C12(CC3CC(CC(C1)C3)C2)CN2N=CC(=C2C)C2=C(C=3N(C=C2)C(=CN3)NC=3C=NC=CC3C(=O)OC(C)(C)C)C(=O)OC methyl 7-(1-(adamantan-1-ylmethyl)-5-methyl-1H-pyrazol-4-yl)-3-((4-(tert-butoxycarbonyl)pyridin-3-yl)amino)imidazo[1,2-a]pyridine-8-carboxylate